(3S)-3-(5-{[(3S,4S)-1-{[8-fluoro-3-(oxan-4-yl)quinolin-6-yl]methyl}-4-(methoxymethyl)pyrrolidin-3-yl]oxy}-1-oxo-2,3-dihydro-1H-isoindol-2-yl)piperidine-2,6-dione FC=1C=C(C=C2C=C(C=NC12)C1CCOCC1)CN1C[C@H]([C@@H](C1)COC)OC=1C=C2CN(C(C2=CC1)=O)[C@@H]1C(NC(CC1)=O)=O